2-(4-Chloro-3-(difluoromethoxy)phenyl)-4,4,5,5-tetramethyl-1,3,2-dioxaborolane ClC1=C(C=C(C=C1)B1OC(C(O1)(C)C)(C)C)OC(F)F